(±)-2-(2,4-Difluorobenzyl)-6-methyl-2,4,5,6-tetrahydropyrrolo[3,4-c]pyrazole FC1=C(CN2N=C3C(=C2)CN[C@@H]3C)C=CC(=C1)F |r|